4-(2,4-dichlorophenyl)-7,8-dihydro-3-methyl-1-phenyl-1H-pyrazolo[3,4-b]quinolin-5(4H,6H,9H)-one ClC1=C(C=CC(=C1)Cl)C1C2=C(NC=3CCCC(C13)=O)N(N=C2C)C2=CC=CC=C2